N-((R)-1-cyclopropylethyl)-7-(1-(1-ethoxyethyl)-1H-pyrazol-4-yl)-8-((1-fluoropropan-2-yl)oxy)-[1,2,4]triazolo[1,5-c]pyrimidin-2-amine C1(CC1)[C@@H](C)NC1=NN2C=NC(=C(C2=N1)OC(CF)C)C=1C=NN(C1)C(C)OCC